(1R,2S,5S)-6,6-dimethyl-3-[3-methyl-N-(methylcarbamoyl)-L-valyl]-3-azabicyclo[3.1.0]hexane-2-carboxylic acid CC1([C@H]2CN([C@@H]([C@@H]12)C(=O)O)C([C@@H](NC(NC)=O)C(C)(C)C)=O)C